[Ca].[Zn].[Cu] copper-zinc-calcium